N-(3-(6-amino-8-((6-(dimethylamino)benzo[d][1,3]dioxol-5-yl)thio)-9H-purin-9-yl)propyl)propane-2-sulfonamide NC1=C2N=C(N(C2=NC=N1)CCCNS(=O)(=O)C(C)C)SC1=CC2=C(OCO2)C=C1N(C)C